F[C@H]1C[C@@H](N(C1)C(=O)OC(C)(C)C)C(=O)OC (2r,4s)-1-tert-butyl 2-methyl 4-fluoropyrrolidine-1,2-dicarboxylate